C1(=CC=CC=C1)NC(=O)NC=1C=C(C=CC1)NC(=O)C1CCCC1 N-{3-[(phenylcarbamoyl)amino]phenyl}cyclopentanecarboxamide